4-(2-azidopenten-2-yl)-1,6-dichloro-2,7-naphthyridine N(=[N+]=[N-])C(C)(C=CC)C1=CN=C(C2=CN=C(C=C12)Cl)Cl